BrC1=CC(=NC=C1)N1N=CC(=C1)S(=O)(=O)NC=1C(=CC=C2C=NN(C12)C)OC 1-(4-bromopyridin-2-yl)-N-(6-methoxy-1-methylindazol-7-yl)pyrazole-4-sulfonamide